3-(4-((10-azidodecyl)thio)-1-oxoisoindolin-2-yl)piperidine-2,6-dione N(=[N+]=[N-])CCCCCCCCCCSC1=C2CN(C(C2=CC=C1)=O)C1C(NC(CC1)=O)=O